4-((2,4-dichloro-5-methoxyphenyl)amino)-7-(3-(4-((2-(2,6-dioxopiperidin-3-yl)-1-oxoisoindoline-5-yl)methyl)piperazin-1-yl)propoxy)-6-methoxyquinoline-3-carbonitrile ClC1=C(C=C(C(=C1)Cl)OC)NC1=C(C=NC2=CC(=C(C=C12)OC)OCCCN1CCN(CC1)CC=1C=C2CN(C(C2=CC1)=O)C1C(NC(CC1)=O)=O)C#N